(2S,5R)-1-((S)-2-((S)-2-(tert-butoxycarbonylamino)propanamido)-3-methylbutanoyl)-5-(5-methylfuran-2-yl)pyrrolidine-2-carboxylic acid C(C)(C)(C)OC(=O)N[C@H](C(=O)N[C@H](C(=O)N1[C@@H](CC[C@@H]1C=1OC(=CC1)C)C(=O)O)C(C)C)C